8-Fluoro-2-(tetrahydro-2H-pyran-4-yl)quinoline-6-carbaldehyde FC=1C=C(C=C2C=CC(=NC12)C1CCOCC1)C=O